ClCCN1CCN(CC1)CC1=CC=C(C=C1)N1C(=NN=C1C1=C(C=C(C(=C1)C(C)C)O)O)C(=O)NCC 4-(4-{[4-(2-chloroethyl)piperazin-1-yl]methyl}phenyl)-5-[2,4-dihydroxy-5-(propan-2-yl)phenyl]-N-ethyl-4H-1,2,4-triazole-3-carboxamide